(R)-4-(((9H-fluoren-9-yl)methoxy)carbonyl)morpholine-3-carboxylic acid C1=CC=CC=2C3=CC=CC=C3C(C12)COC(=O)N1[C@H](COCC1)C(=O)O